3-mercaptopropyltriisopropoxysilane SCCC[Si](OC(C)C)(OC(C)C)OC(C)C